C(C)(C)C=1C2=C(NC1C=1C=C(C=3N(C1)N=CN3)C)C=C(S2)C2CCC(CC2)C(=O)OCC ethyl 4-(6-isopropyl-5-(8-methyl-[1,2,4]triazolo[1,5-a]pyridin-6-yl)-4H-thieno[3,2-b]pyrrol-2-yl)cyclohexane-1-carboxylate